C(C1=CC=CC=C1)=NN1C(=NN=C1C)S 4-((benzylidene)amino)-5-methyl-4H-1,2,4-triazole-3-thiol